[N+](=O)([O-])C1=C(C=CC=C1)C=CC(C(=O)O)=O 4-(2-nitrophenyl)-2-oxobut-3-enoic acid